(2R,4R,5S)-1-(2,4-Dichlorophenyl)-5-hydroxy-2,6,6-trimethylheptane ClC1=C(C=CC(=C1)Cl)C[C@@H](CC[C@@H](C(C)(C)C)O)C